C(C1=CC=CC=C1)OC([C@H](C(C)C)OC[C@H](CO)N1CCN(CC1)C(=O)OC(C)(C)C)=O tert-butyl 4-((S)-1-(((S)-1-(benzyloxy)-3-methyl-1-oxobutan-2-yl)oxy)-3-hydroxypropan-2-yl)piperazine-1-carboxylate